1-benzyl-5-(4-chlorophenyl)-3,4-dimethyl-3-(2,2,3,3,4,4,5,5,5-nonafluoropentyl)-1,3-dihydro-2H-pyrrol-2-one C(C1=CC=CC=C1)N1C(C(C(=C1C1=CC=C(C=C1)Cl)C)(CC(C(C(C(F)(F)F)(F)F)(F)F)(F)F)C)=O